CC1=C(C=C(C(=O)OC)C=C1)S(=O)(=O)CCC=O methyl 4-methyl-3-((3-oxopropyl)sulfonyl)benzoate